[Cu].C12=CC=C(N1)C=C1C=CC(=N1)C=C1C=CC(N1)=CC=1C=CC(N1)=C2 porphyrin copper